BrC=1C(=C(C=CC1)C=1OC2=C(N1)C=C(C(=C2)OC(F)F)CN2[C@@H](CCC2)C(=O)OC)C methyl ((2-(3-bromo-2-methylphenyl)-6-(difluoromethoxy) benzo[d]oxazol-5-yl)methyl)-L-prolinate